2-aminoethoxysilane NCCO[SiH3]